ClC1=CC(=C(N=N1)C(=O)O[Zn])NC1=C(C(=CC=C1)C1=NN(C=N1)CCOC)OC ((6-chloro-4-((2-methoxy-3-(1-(2-methoxyethyl)-1H-1,2,4-triazol-3-yl)phenyl)amino)pyridazine-3-carbonyl)oxy)zinc